4-allyl-6-(2-tetrahydrofuryl)-1,2,4-triazine C(C=C)N1CN=NC(=C1)C1OCCC1